(S)-N-((R)-1-(3-Chloro-2-fluorophenyl)-2,2,2-trifluoroethyl)-2-methylpropane-2-sulfinamide ClC=1C(=C(C=CC1)[C@H](C(F)(F)F)N[S@@](=O)C(C)(C)C)F